NCCC=1C=NC(=NC1)C1=C(C=C(C#N)C=C1)OC1=NC(=NC(=C1)N1CCCC1)C 4-[5-(aminoethyl)pyrimidin-2-yl]-3-[2-methyl-6-pyrrolidin-1-ylpyrimidin-4-yl]oxybenzonitrile